CC(CC)OCCC(CC(C)(C)C)C 3,5,5-trimethyl-hexyl 2-butyl ether